2-(ethoxythiomethyl)thiopropionic acid C(C)OSCC(C(=S)O)C